ClC1=NC=CC(=N1)C(=O)NC=1C(=NC=NC1)N1CCOCC1 2-chloro-N-(4-morpholinopyrimidin-5-yl)pyrimidine-4-carboxamide